BrC=1C=C(C=C2C(N(NC12)C)=O)C 7-Bromo-2,5-dimethyl-1,2-dihydro-3H-indazol-3-one